N-[4-fluoro-5-[1-(5-formylpyrimidin-2-yl)-3,6-dihydro-2H-pyridin-4-yl]-2-[rac-(3R,5S)-3,4,5-trimethylpiperazin-1-yl]phenyl]-6-oxo-4-(trifluoromethyl)-1H-pyridine-3-carboxamide FC1=CC(=C(C=C1C=1CCN(CC1)C1=NC=C(C=N1)C=O)NC(=O)C1=CNC(C=C1C(F)(F)F)=O)N1C[C@H](N([C@H](C1)C)C)C |r|